Cl.N[C@@H](C)C=1C=CC(NC1)=O |o1:2| rel-(S)-5-(1-aminoethyl)pyridin-2(1H)-one hydrochloride